ClC1=C(C=CC=C1)C(C)SC=1N=C(C2=C(N1)N=C(S2)N)N 5-{[1-(2-chlorophenyl)ethyl]thio}[1,3]thiazolo[4,5-d]pyrimidine-2,7-diamine